(R)-ethyl 3-((2-(((benzyloxy)carbonyl)amino)propyl)amino)propanoate C(C1=CC=CC=C1)OC(=O)N[C@@H](CNCCC(=O)OCC)C